[Si](C1=CC=CC=C1)(C1=CC=CC=C1)(C(C)(C)C)OC[C@@H](CO)NC(OC(C)(C)C)=O tert-butyl (R)-(1-((tert-butyldiphenylsilyl)oxy)-3-hydroxypropan-2-yl)carbamate